ClC1=NC(=CC2=C1N=CNC2=O)C 8-chloro-6-methylpyrido[3,4-d]pyrimidin-4(3H)-one